CNC(=O)C=1C=C(C=CC1)NC(=O)N1CCC(=CC1)C1=NC=NC=2NC=3CCCC3C12 N-[3-(Methylcarbamoyl)phenyl]-4-(7,9,11-triazatricyclo[6.4.0.02,6]dodeca-1(8),2(6),9,11-tetraen-12-yl)-3,6-dihydropyridine-1(2H)-carboxamide